C(C(C)C)C1=CN(C2=CC(=CC=C12)N1C(N(C(C1=O)(C)C)CC1=C2C(=NC=C1)NC(C2)=O)=O)S(=O)(=O)C 3-(3-isobutyl-1-(methylsulfonyl)-1H-indol-6-yl)-5,5-dimethyl-1-((2-oxo-2,3-dihydro-1H-pyrrolo[2,3-b]pyridin-4-yl)methyl)imidazolidine-2,4-dione